COC1=CC=C(C=C1)C1=C(CC(O1)CSC)S(=O)(=O)C1=CC=C(C=C1)Br 5-(4-methoxyphenyl)-4-(4-bromophenyl)sulfonyl-2-((methylthio)methyl)-2,3-dihydrofuran